(4-(dimethylphosphoryl)-2,3-dihydrobenzofuran-7-yl)carbamate CP(=O)(C)C1=CC=C(C2=C1CCO2)NC([O-])=O